4-[[(Z)-2-cyano-3-hydroxy-3-(5-methylisoxazol-4-yl)prop-2-enoyl]amino]-N-methyl-benzamide C(#N)/C(/C(=O)NC1=CC=C(C(=O)NC)C=C1)=C(\C=1C=NOC1C)/O